COCCOCC=1C2=CC=CC=C2C=C2C=CC=CC12 9-(2-methoxyethoxy)methyl-anthracene